1-(4-fluorophenyl)-ethanone FC1=CC=C(C=C1)C(C)=O